(2S,3R,4S,5R,6R)-4-azido-2-(((4,4-difluoro-1-hydroxycyclohexyl)(3-methylpyridin-2-yl)methyl)thio)-6-(hydroxymethyl)tetrahydro-2H-pyran-3,5-diol N(=[N+]=[N-])[C@@H]1[C@H]([C@@H](O[C@@H]([C@@H]1O)CO)SC(C1=NC=CC=C1C)C1(CCC(CC1)(F)F)O)O